C1(CC1)C=1C(=C2C=CNC2=C(C1)C)CN1[C@@]2(C[C@H](C[C@H]1CC2)OCC)C2=CC=C(C(=O)O)C=C2 4-((1S,3S,5R)-8-((5-cyclopropyl-7-methyl-1H-indol-4-yl)methyl)-3-ethoxy-8-azabicyclo[3.2.1]oct-1-yl)benzoic acid